C(C1=CC=CC=C1)OC(=O)N1CCC(CC1)OC=1C=C(C=C(C1)F)N1CCC2(CN(C2)C(=O)OC(C)(C)C)CC1 tert-butyl 7-(3-((1-((benzyloxy)carbonyl)piperidin-4-yl)oxy)-5-fluorophenyl)-2,7-diazaspiro[3.5]nonane-2-carboxylate